2-(9-[(2-fluorophenyl)methoxy]-1H,2H,3H,4H-pyrazino[1,2-b]indazol-1-one-2-yl)-3-hydroxypropanamide FC1=C(C=CC=C1)COC1=CC2=C3N(N=C2C=C1)CCN(C3=O)C(C(=O)N)CO